2-amino-5-{[5-(3,4-difluorophenyl)pyridin-3-yl]oxy}benzonitrile NC1=C(C#N)C=C(C=C1)OC=1C=NC=C(C1)C1=CC(=C(C=C1)F)F